C(CCCCCCCCCCCCCCCCC\C=C/CC=CCC=CCC=CCC=CCC)(=O)[O-] (Z)-19,22,25,28,31-tetratriacontapentaenoate